C(C1CO1)OCCCCCCOCC1CO1 1,6-bis(β,γ-Epoxypropoxy)hexane